(((3-(7-ethyl-7-hydroxy-8,11-dioxo-7,8,11,13-tetraHydro-10H-[1,3]dioxolano[4,5-g]pyrano[3',4':6,7]indolizino[1,2-b]quinoline-14-yl)allyl)oxy)methyl)acetamide C(C)C1(C(OCC=2C(N3CC=4C(=NC=5C=C6C(=CC5C4C=CCOCCC(=O)N)OCO6)C3=CC21)=O)=O)O